FC(OC=1C(N(N=CC1)C=1C=NC(=CC1)N[C@@H]1C[C@H](CC1)NC=1N=NC(=CN1)C)=O)F 4-(Difluoromethoxy)-2-(6-(((1S,3S)-3-((6-methyl-1,2,4-triazin-3-yl)amino)cyclopentyl)amino)pyridin-3-yl)pyridazin-3(2H)-one